(6-(7-chloro-5H-pyrrolo[2,3-b]pyrazin-2-yl)-8-((R)-morpholin-3-yl)-3,4-dihydroisoquinolin-2(1H)-yl)(S)-3-methylmorpholine ClC1=CNC2=NC=C(N=C21)C=2C=C1CCN(CC1=C(C2)[C@H]2NCCOC2)N2[C@H](COCC2)C